7-(4-(4-acetylpiperazin-1-yl)butoxy)-2-(3,4-dimethoxyphenyl)-5-hydroxy-6-methoxy-4H-chromen-4-one C(C)(=O)N1CCN(CC1)CCCCOC1=C(C(=C2C(C=C(OC2=C1)C1=CC(=C(C=C1)OC)OC)=O)O)OC